(3-chloroanilino)spiro[cyclohexane-1,9'-fluorene]-4-carboxylic acid ClC=1C=C(NC2=CC=CC=3C4=CC=CC=C4C4(C23)CCC(CC4)C(=O)O)C=CC1